2-(4-Oxo-2-(2-((tetrahydro-2H-pyran-4-yl)amino)pyrimidin-4-yl)-6,7-dihydrothieno[3,2-c]pyridin-5(4H)-yl)acetic acid O=C1N(CCC2=C1C=C(S2)C2=NC(=NC=C2)NC2CCOCC2)CC(=O)O